(2S)-3-methyl-2-((2-methylpropan-2-yl)oxycarbonylamino)butyric acid CC([C@@H](C(=O)O)NC(=O)OC(C)(C)C)C